4-((7,8-difluoro-2-methyl-3-oxo-3,4-dihydroquinoxalin-6-yl)methyl)piperazine FC1=C(C=C2NC(C(=NC2=C1F)C)=O)CN1CCNCC1